NC1=C(C=CC=C1)NC(=O)C1=CC=C(C=C1)CNC(OCC=1C=NC=CC1)=O (Pyridin-3-yl)methyl ((4-[(2-aminophenyl)carbamoyl]phenyl)methyl)carbamate